tetrakis[(triphenylphosphoranylidene)amino]phosphonium tetrafluoroborate F[B-](F)(F)F.C1(=CC=CC=C1)P(C1=CC=CC=C1)(C1=CC=CC=C1)=N[P+](N=P(C1=CC=CC=C1)(C1=CC=CC=C1)C1=CC=CC=C1)(N=P(C1=CC=CC=C1)(C1=CC=CC=C1)C1=CC=CC=C1)N=P(C1=CC=CC=C1)(C1=CC=CC=C1)C1=CC=CC=C1